4-(4-phenoxyphenyl)-N-(pyridin-3-yl)butanamide O(C1=CC=CC=C1)C1=CC=C(C=C1)CCCC(=O)NC=1C=NC=CC1